The molecule is a sialotriaosylceramide consisting of beta-D-GalNAc-(1->4)-[alpha-Neu5Ac-(2->3)]-beta-D-Gal-(1->4)-beta-D-Glc attached to the primary hydroxy function of ceramide(d18:1/22:0). It has a role as a mouse metabolite. It derives from a docosanoic acid. CCCCCCCCCCCCCCCCCCCCCC(=O)N[C@@H](CO[C@H]1[C@@H]([C@H]([C@@H]([C@H](O1)CO)O[C@H]2[C@@H]([C@H]([C@H]([C@H](O2)CO)O)O[C@@]3(C[C@@H]([C@H]([C@@H](O3)[C@@H]([C@@H](CO)O)O)NC(=O)C)O)C(=O)O)O)O)O)[C@@H](/C=C/CCCCCCCCCCCCC)O